ClC=1N=C(C2=C(N1)N(C=C2)COCC[Si](C)(C)C)N[C@@H]2CC[C@@H](N(C2)C(=O)OCC2=CC=CC=C2)C Benzyl (2S,5R)-5-((2-chloro-7-((2-(trimethylsilyl) ethoxy) methyl)-7H-pyrrolo[2,3-d]pyrimidin-4-yl) amino)-2-methylpiperidine-1-carboxylate